C(C1=CC=CC=C1)OC=1C(=NC=NC1C=1C=NC=CC1)C(=O)O 5-(benzyloxy)-6-(pyridin-3-yl)pyrimidine-4-carboxylic acid